benzyl-N2-(t-Butoxycarbonyl)-N4-(t-butyl)-L-asparagine C(C1=CC=CC=C1)N([C@@H](CC(NC(C)(C)C)=O)C(=O)O)C(=O)OC(C)(C)C